FC=1C=C(C=C(C1)F)C1=C2C(=NN1C)[C@@H]1CCC[C@H](C2)N1C(=O)C1=NN(C2=NC=CC=C21)C ((5R,9S)-3-(3,5-Difluorophenyl)-2-methyl-4,5,6,7,8,9-hexahydro-2H-5,9-epiminocycloocta[c]pyrazol-10-yl)(1-methyl-1H-pyrazolo[3,4-b]pyridin-3-yl)methanone